2-hydroxy-3-(4-(trifluoromethyl)phenyl)acrylate OC(C(=O)[O-])=CC1=CC=C(C=C1)C(F)(F)F